C1(=CC=CC=C1)S(=O)(=O)NC(C=C)=O N-(phenylsulfonyl)acrylamide